5-(((3S,4R)-4-(4-fluorophenyl)piperidin-3-yl)methoxy)-2-methoxybenzoic acid hydrochloride Cl.FC1=CC=C(C=C1)[C@H]1[C@@H](CNCC1)COC=1C=CC(=C(C(=O)O)C1)OC